C(C1=CC=CC=C1)(=O)OC(C(C)OC(C1=CC=CC=C1)=O)O hydroxyl-1,2-propanediol dibenzoate